2-dimethylamino-1-phenyl-3-cyclohexen-1-carboxylat CN(C1C(CCC=C1)(C(=O)[O-])C1=CC=CC=C1)C